C(C)(C)(C)C=1C=CC=2N(C3=CC=CC=C3C2C1)C1=C(C#N)C=C(C(=C1)N1C2=CC=CC=C2C=2C=C(C=CC12)C(C)(C)C)C1=NC(=CC(=N1)C1=CC=CC=C1)C1=CC=CC=C1 2,4-bis(3-(tert-butyl)-9H-carbazol-9-yl)-5-(4,6-diphenylpyrimidin-2-yl)benzonitrile